8-azabicyclo[3.2.1]octane-2,3-diol C12C(C(CC(CC1)N2)O)O